(R)-1-(3,3-difluoro-4-((4-methoxy-5-(1-propyl-1H-benzo[d][1,2,3]triazol-6-yl)pyrrolo[2,1-f][1,2,4]triazin-2-yl)amino)piperidin-1-yl)ethan-1-one FC1(CN(CC[C@H]1NC1=NN2C(C(=N1)OC)=C(C=C2)C=2C=CC1=C(N(N=N1)CCC)C2)C(C)=O)F